(S)-1-(4-chloro-2-methoxyphenyl)propan-2-amine hydrochloride Cl.ClC1=CC(=C(C=C1)C[C@H](C)N)OC